CC(C)=NCCC[Si](OC)(OC)OC N-(1-methylethylidene)-3-(trimethoxysilyl)-1-propanamine